2-methyl-2-amino-butyne CC(C)(C#C)N